tert-butyl-(4-(4-amino-4-(hydroxyimino)butyl)benzyl) carbamate C(N)(OC(C1=CC=C(C=C1)CCCC(=NO)N)C(C)(C)C)=O